COCCN1N=CC(=C1[C@H]1[C@@H](CN(CC1)C1=CC(=NC(=N1)C(F)(F)F)C1C(C(C1)=O)(C)C)C)C 3-(6-((3S,4R)-4-(1-(2-Methoxyethyl)-4-methyl-1H-pyrazol-5-yl)-3-methylpiperidin-1-yl)-2-(trifluoromethyl)pyrimidin-4-yl)-2,2-dimethylcyclobutan-1-one